4-(5-fluoro-1,3-benzooxazol-2-yl)aniline FC=1C=CC2=C(N=C(O2)C2=CC=C(N)C=C2)C1